3-(3,5-Dimethyl-1-(3-methyl-[1,2,4]triazolo[4,3-b]pyridazin-6-yl)-1H-pyrazol-4-yl)-1-(4-(2-methyl-3-(1H-tetrazol-5-yl)benzyl)piperazin-1-yl)propan-1-one CC1=NN(C(=C1CCC(=O)N1CCN(CC1)CC1=C(C(=CC=C1)C1=NN=NN1)C)C)C=1C=CC=2N(N1)C(=NN2)C